3-[(tert-butoxycarbonyl)amino]-2-cyclohexylpropanoic acid C(C)(C)(C)OC(=O)NCC(C(=O)O)C1CCCCC1